[I-].N1C=C(C2=CC=CC=C12)CC[N+](CCC)(CCC)C [2-(1H-indol-3-yl)ethyl](methyl)dipropylazanium iodide